FC1=CC=C(C=C1)[C@H](CCCC(=O)N1C(OC=CC=C1C1=CC=CC=C1)=O)O (4S)-3-[(5S)-5-(4-fluorophenyl)-5-hydroxypentanoyl]-4-phenyl-1,3-oxazepin-2-one